CN(CC(=O)O)C1=NC=CC(=C1)C1=CC(=CC=C1)C=1N=C(SC1)NC(CNC(=O)C1=CN(C=C1)S(=O)(=O)C)=O 2-(methyl(4-(3-(2-(2-(1-(methylsulfonyl)-1H-pyrrole-3-carboxamido)acetamido)thiazol-4-yl)phenyl)pyridin-2-yl)amino)acetic acid